6-(6-((E)-((1S,2S,5R)-2-fluoro-9-azabicyclo[3.3.1]nonan-3-ylidene)methyl)-1,2,4-triazin-3-yl)isoquinolin-7-ol F[C@@H]\1[C@@H]2CCC[C@H](C/C1=C\C1=CN=C(N=N1)C=1C=C3C=CN=CC3=CC1O)N2